(1R,5R,6R)-3-(8-fluoro-7-(2-fluoro-3-methoxynaphthalen-1-yl)-2-(((2R,7aS)-2-fluorohexahydro-1H-pyrrolizin-7a-yl)methoxy)pyrido[4,3-d]pyrimidin-4-yl)-3-azabicyclo[3.2.1]octan-6-ol FC1=C(N=CC2=C1N=C(N=C2N2C[C@H]1C[C@H]([C@@H](C2)C1)O)OC[C@]12CCCN2C[C@@H](C1)F)C1=C(C(=CC2=CC=CC=C12)OC)F